5-(cyclopropyl(hydroxy)methyl)-1-methyl-N-((6-methyl-5-(pyrazolo[1,5-a]pyridin-5-yl)-2,3-dihydro-1H-inden-4-yl)carbamoyl)-1H-pyrazole-3-sulfonamide C1(CC1)C(C1=CC(=NN1C)S(=O)(=O)NC(NC1=C2CCCC2=CC(=C1C1=CC=2N(C=C1)N=CC2)C)=O)O